1-Ethyl-5-oxo-N-(4-((3-propoxy-4-(4-(trifluoromethyl)piperidin-1-yl)phenyl)amino)benzyl)pyrrolidine-3-carboxamide C(C)N1CC(CC1=O)C(=O)NCC1=CC=C(C=C1)NC1=CC(=C(C=C1)N1CCC(CC1)C(F)(F)F)OCCC